NCC=1C=C(C=CC1)C=1C=C2C(=NNC2=CC1)C(=O)NC1=C(C=CC=C1)CC(=O)OC(C)(C)C tert-butyl 2-(2-(5-(3-(aminomethyl)phenyl)-1H-indazole-3-carboxamido)phenyl)acetate